C(C)(C)(C)OC(=O)N1CC2=CC(=C(C=C2CC1)N)I 6-amino-7-iodo-3,4-dihydroisoquinoline-2(1H)-carboxylic acid tert-butyl ester